1-hexylnonyl imidazole-1-carboxylate N1(C=NC=C1)C(=O)OC(CCCCCCCC)CCCCCC